N1=CC=C(C=C1)C=1C=C(C=CC1)C=1OC2=C(N1)C(=CC(=C2)C2=CC=C(C=C2)C2=CC=CC1=CC=CC=C21)C2=CC=C(C=C2)C2=CC=CC1=CC=CC=C21 2-(3-pyridin-4-yl-phenyl)-4,6-bis(4-naphthalen-1-yl-phenyl)-benzoxazole